ethyl (2-amino-3-fluoro-4-(prop-2-yn-1-yl(4-(trifluoromethyl)benzyl)amino)phenyl)-carbamate NC1=C(C=CC(=C1F)N(CC1=CC=C(C=C1)C(F)(F)F)CC#C)NC(OCC)=O